2-chloro-9-cyclobutyl-7,7-difluoro-8,9-dihydro-5H-pyrimido[4,5-b][1,4]diazepine ClC=1N=CC2=C(N(CC(CN2)(F)F)C2CCC2)N1